3-allenylcarboxylic acid C=C=CC(=O)O